C(C)(=O)N1CC2(C1)CCC(CC2)N2N=C1C=C(C(=CC1=C2)C(=O)NC2=CN=C1N2N=CC=C1)O 2-(2-Acetyl-2-azaspiro[3.5]nonan-7-yl)-6-hydroxy-N-(imidazo[1,2-b]pyridazin-3-yl)-2H-indazole-5-carboxamide